7-(4-((7-bromo-2-cyano-1-(2,2,2-trifluoroethyl)-1H-imidazo[4,5-c]pyridin-6-yl)amino)cyclohexyl)-7-azabicyclo[2.2.1]heptane-2-carboxylic acid BrC=1C2=C(C=NC1NC1CCC(CC1)N1C3C(CC1CC3)C(=O)O)N=C(N2CC(F)(F)F)C#N